N[C@@H](CNCC1=CC(=NC=C1)NC([C@H](C(C1CC1)C1CC1)NC(OC(C)(C)C)=O)=O)C(F)(F)F Tert-butyl ((S)-1-((4-((((S)-2-amino-3,3,3-trifluoropropyl)-amino)methyl)pyridin-2-yl)amino)-3,3-dicyclopropyl-1-oxopropan-2-yl)carbamate